NCC1=CC=C(C=C1)NC1=CC(=C(C(=C1)F)N1CCC(CC1)C(F)(F)F)F N-(4-(aminomethyl)phenyl)-3,5-difluoro-4-(4-(trifluoromethyl)piperidin-1-yl)aniline